CC1=CC=C(C=C1)S(=O)(=O)OCCN1C(CCC1)=O 2-(2-oxopyrrolidin-1-yl)ethyl 4-methylbenzenesulfonate